NC1=C2C(=NC=N1)N(N=C2C2=CC(=C(C=C2)OC(C)C)F)[C@@H](C)C=2OC1=C(C(C2C2=CC(=CC=C2)F)=O)C=C(C=C1)F 2-[(1S)-1-[4-amino-3-[3-fluoro-4-(1-methylethoxy)phenyl]-1H-pyrazolo[3,4-d]pyrimidin-1-yl]ethyl]-6-fluoro-3-(3-fluorophenyl)-4H-1-benzopyran-4-one